O[C@@H](CO)C1=C(C=C(C=2N=COC21)C2=CC=C(C=C2)OC(F)(F)F)CNC(C=C)=O (R)-N-((7-(1,2-dihydroxyethyl)-4-(4-(trifluoromethoxy)phenyl)benzo[d]oxazol-6-yl)methyl)acrylamide